COC1=C(N)C(=CC(=C1)C)OC 2,6-dimethoxy-4-methylaniline